tert-Butyl 3-(3-{[4-amino-3-(difluoromethyl)-1H-pyrazolo[3,4-d]pyrimidin-1-yl]ethyl}-5-chloro-2-methoxy-6-methylphenyl)azetidine-1-carboxylate NC1=C2C(=NC=N1)N(N=C2C(F)F)CCC=2C(=C(C(=C(C2)Cl)C)C2CN(C2)C(=O)OC(C)(C)C)OC